FC(C(=O)O)(F)F.NC[C@H](C)NC(=O)C1CCN(CC1)C(C1=C(C=C(C=C1)NC(=O)C=1N(C(=CN1)C1=C(C(=C(C=C1)OC)F)F)C)Cl)=O N-[(1S)-2-Amino-1-methyl-ethyl]-1-[2-chloro-4-[[5-(2,3-difluoro-4-methoxy-phenyl)-1-methyl-imidazole-2-carbonyl]amino]benzoyl]piperidine-4-carboxamide trifluoroacetate